(1-((3-(bromomethyl) phenyl) sulfonyl) piperidin-4-yl) carbamate C(N)(OC1CCN(CC1)S(=O)(=O)C1=CC(=CC=C1)CBr)=O